3,4-dihydroxy-6-(n-ethyl-amino)-benzamide OC=1C=C(C(=O)N)C(=CC1O)NCC